FC1=C(C=C(C=C1)NC1=C(C(=CC=C1)OC)C#CC(C)C)C N-(4-fluoro-3-methyl-phenyl)-3-methoxy-2-(3-methylbut-1-ynyl)aniline